{3-(acryloyloxy)propyl}phenyldipropoxysilane C(C=C)(=O)OCCC[Si](OCCC)(OCCC)C1=CC=CC=C1